NC1=NC=C(C=N1)C1=CC=2C3=C(C=NC2C=C1)N=C(N3C3=CC=C(C=C3)C(C#N)(C)C)C 2-(4-(8-(2-aminopyrimidin-5-yl)-2-methyl-1H-imidazo[4,5-c]quinolin-1-yl)phenyl)-2-methylpropanenitrile